N-[2-methoxycarbonyl-5-(tert-butyl)furan-3-yl]-2-(ethylthio)-4-(trifluoromethyl)benzamide di((Z)-non-2-en-1-yl)9-((4-(dimethylamino)butanoyl)oxy)heptadecanedioate C(\C=C/CCCCCC)OC(CCCCCCCC(CCCCCCCC(=O)OC\C=C/CCCCCC)OC(CCCN(C)C)=O)=O.COC(=O)C=1OC(=CC1NC(C1=C(C=C(C=C1)C(F)(F)F)SCC)=O)C(C)(C)C